ClC=1C2=CN(N=C2C(=C(C1)C1=CC=C(C=C1)[C@H]1[C@@H](CN(CC1)C(=O)OC(C)(C)C)F)Cl)C(C(=O)OCC)C1=C2N(C=N1)C[C@@H](C2)F tert-Butyl (3S,4S)-4-(4-(4,7-dichloro-2-(2-ethoxy-1-((R)-6-fluoro-6,7-dihydro-5H-pyrrolo[1,2-c]imidazol-1-yl)-2-oxoethyl)-2H-indazol-6-yl)phenyl)-3-fluoropiperidine-1-carboxylate